((2-fluorophenyl)sulfonyl)-4-(5-(trifluoromethyl)-1,2,4-oxadiazol-3-yl)benzamide FC1=C(C=CC=C1)S(=O)(=O)C1=C(C(=O)N)C=CC(=C1)C1=NOC(=N1)C(F)(F)F